N-(3-chloro-4-fluorophenyl)-N-{4-[2-(2-chlorophenyl)acetylamino]pyridin-2-yl}acetamide ClC=1C=C(C=CC1F)N(C(C)=O)C1=NC=CC(=C1)NC(CC1=C(C=CC=C1)Cl)=O